C1(CCC1)CN[C@H]1CN(CCC1)C1=CC(N(C=C1)C(C)N1N=NC(=C1)C=1C=NC=C(C1)N1CCOCC1)=O 4-((R)-3-((cyclobutylmethyl)amino)piperidin-1-yl)-1-(1-(4-(5-morpholinopyridin-3-yl)-1H-1,2,3-triazol-1-yl)ethyl)pyridin-2(1H)-one